FC(OC1=CC2=C(N=C(O2)C=2C(=C(C=CC2)C2=C(C(=CC=C2)C2=CC=C(C=C2)CNCCO)C)C)C=C1CN1[C@@H](CCC1)C(=O)O)F ((6-(difluoromethoxy)-2-(4''-(((2-hydroxyethyl)amino)methyl)-2,2'-dimethyl-[1,1':3',1''-terphenyl]-3-yl)benzo[d]oxazol-5-yl)methyl)-L-proline